(S)-3-((2-fluorobenzyl)(4-((4-methoxyphenyl)sulfonamido)naphthalen-1-yl)amino)butanoic acid FC1=C(CN([C@H](CC(=O)O)C)C2=CC=C(C3=CC=CC=C23)NS(=O)(=O)C2=CC=C(C=C2)OC)C=CC=C1